(S)-3-((2R,3R,4S,5S)-5-((R)-2-hydroxy-4-methyl-3-methylenepent-4-en-1-yl)-3-methoxy-4-((phenylsulfonyl)methyl)tetrahydrofuran-2-yl)propane-1,2-diyl dibenzoate C(C1=CC=CC=C1)(=O)OC[C@H](C[C@H]1O[C@H]([C@@H]([C@H]1OC)CS(=O)(=O)C1=CC=CC=C1)C[C@H](C(C(=C)C)=C)O)OC(C1=CC=CC=C1)=O